(1R,2S)-2-(3-{[5-chloro-2-cyclopropyl-6-(3-hydroxyazetidin-1-yl)pyrimidin-4-yl]amino}-1H-indazol-6-yl)-5'-methoxyspiro[cyclopropan-1,3'-indol]-2'(1'H)-one ClC=1C(=NC(=NC1N1CC(C1)O)C1CC1)NC1=NNC2=CC(=CC=C12)[C@@H]1C[C@@]12C(NC1=CC=C(C=C21)OC)=O